S(=O)(=O)(O)O.FC(OC1=CC=C(C=C1)C1=NC2=C(N1CC1=C(OCCCCCC(=O)O)C=CC=C1)C=CC=C2)(F)F 6-(2-((2-(4-(trifluoromethoxy)phenyl)-1H-benzo[d]imidazol-1-yl)methyl)phenoxy)hexanoic acid sulfate